(1r,4r)-4-((4-(2-(2-aminopyridin-3-yl)-5-phenyl-3H-imidazo[4,5-b]pyridin-3-yl)-2-fluorophenyl)carbamoyl)cyclohexane-1-carboxylic acid NC1=NC=CC=C1C1=NC=2C(=NC(=CC2)C2=CC=CC=C2)N1C1=CC(=C(C=C1)NC(=O)C1CCC(CC1)C(=O)O)F